choline octanate C(CCCCCCC)(=O)OCC[N+](C)(C)C